(1,4-diazabicyclo[3.2.2]nonan-4-yl)(3-(4-chloro-1H-pyrazol-1-yl)-6,7-dihydropyrano[4,3-c]pyrazol-1(4H)-yl)methanone N12CCN(C(CC1)CC2)C(=O)N2N=C(C1=C2CCOC1)N1N=CC(=C1)Cl